C(CCC)C1=C(C=C(C=C1)S(=O)(=O)C)C=1C=CC(N(C1)C)=O 5-(2-butyl-5-methylsulfonylphenyl)-1-methylpyridin-2-one